ethyl (Z)-hexadeca-10,15-dienoate C(CCCCCCCC\C=C/CCCC=C)(=O)OCC